2-(2,6-dioxo-3-piperidyl)-4-[(6-methoxy-4-phenyl-3-pyridyl)amino]isoindoline-1,3-dione O=C1NC(CCC1N1C(C2=CC=CC(=C2C1=O)NC=1C=NC(=CC1C1=CC=CC=C1)OC)=O)=O